N(=C=O)CCCC(C)(C)N=C=O 1,4-diisocyanato-4-methylpentane